C(CCCC=CCC)N[C@@H](C)C(=O)O 5-octenyl-alanine